(E)-3-(1H-PYRROL-2-YL)ACRYLIC ACID N1C(=CC=C1)/C=C/C(=O)O